7-(1-pentenyl)-benzo[c]acridine C(=CCCC)C1=C2C=CC=CC2=NC=2C3=C(C=CC12)C=CC=C3